N1C(=NC2=C1C=CC=C2)C2=CC(=NN2)NC(=O)C2=NC=C(C=C2)OC N-[5-(1H-benzimidazol-2-yl)-1H-pyrazol-3-yl]-5-methoxy-pyridine-2-carboxamide